1-(2-hydroxy-2-methylpropyl)urea OC(CNC(=O)N)(C)C